CC1=NN(C=C1C1=CC=2N=C(N(C(C2S1)=O)COCC[Si](C)(C)C)C1=NC=CC=C1)C(=O)OC(C)(C)C tert-butyl 3-methyl-4-(4-oxo-2-pyridin-2-yl-3-{[2-(trimethylsilyl)ethoxy]methyl}-3,4-dihydrothieno[3,2-d]pyrimidin-6-yl)-1H-pyrazole-1-carboxylate